NN1CC=CC=C1 1-aminopyridine